cis-8-Dimethylamino-8-phenyl-3-(1H-pyrrolo[2,3-b]pyridin-4-yl)-1,3-diazaspiro[4.5]decan-2-one CN(C1(CCC2(CN(C(N2)=O)C2=C3C(=NC=C2)NC=C3)CC1)C1=CC=CC=C1)C